tert-butyl 4-(1-(3-chloro-2-cyanophenyl)-3,3-dimethyl-2-oxoindolin-6-yl)piperidine-1-carboxylate ClC=1C(=C(C=CC1)N1C(C(C2=CC=C(C=C12)C1CCN(CC1)C(=O)OC(C)(C)C)(C)C)=O)C#N